(R)-1-((3-(4-fluoro-2-(1-hydroxyethyl)phenyl)pyrazin-2-yl)methyl)-1H-imidazole FC1=CC(=C(C=C1)C=1C(=NC=CN1)CN1C=NC=C1)[C@@H](C)O